(2R)-2-methyl-4-(3-methyl-2-oxo-1,3-benzooxazol-6-yl)-N-(4-phenylbutyl)piperidine-1-carboxamide C[C@H]1N(CCC(C1)C1=CC2=C(N(C(O2)=O)C)C=C1)C(=O)NCCCCC1=CC=CC=C1